2-methyl-N-((R)-1-(1-(2,2,2-trifluoroethyl)-1H-pyrazolo[3,4-c]pyridin-5-yl)propyl)propane-2-sulfinamide CC(C)(C)S(=O)N[C@H](CC)C=1C=C2C(=CN1)N(N=C2)CC(F)(F)F